di-ethylguanidinium C(C)[N+](=C(N)N)CC